C1=CCOC=2C=NC=3C=CC=CC3C21 pyrano[2,3-c]quinoline